CN(C1(CCCCC1)CNC(C1=CC=CC=C1)=O)C N-(1-(dimethylamino)cyclohexyl)methylbenzamide